C(C)(C)(C)C=1C(=NC=CC1)C1=NC=CC=C1OC 3-tert-butyl-3'-methoxy-2,2'-bipyridyl